2-(2-aminopyrimidin-5-yl)-4-morpholinyl-5,6,7,8-tetrahydropyrido[3,4-d]pyrimidin NC1=NC=C(C=N1)C=1N=C(C2=C(N1)CNCC2)N2CCOCC2